NC1=C(C=C(N=N1)C1=C(C=CC=C1)O)N1CCC2(CCN(C2)C2=CC(=NC=C2)C#CCN2CCCCCC2)CC1 2-(6-amino-5-(2-(2-(3-(azepan-1-yl)prop-1-yn-1-yl)pyridin-4-yl)-2,8-diazaspiro[4.5]decan-8-yl)pyridazin-3-yl)phenol